2-(6-bromo-1-(2-bromo-2-(2-methoxyphenyl)ethyl)-5-methyl-2,4-dioxo-1,4-dihydrothieno[2,3-d]Pyrimidin-3(2H)-yl)-2-methylpropanoic acid tert-butyldiphenylsilyl ester [Si](C1=CC=CC=C1)(C1=CC=CC=C1)(C(C)(C)C)OC(C(C)(C)N1C(N(C2=C(C1=O)C(=C(S2)Br)C)CC(C2=C(C=CC=C2)OC)Br)=O)=O